N1(N=NC=C1)C1(CC1)CN1C(=NC2=C1C=C(C=C2)C(=O)O)CC2=C(C=C(C=C2)C2=CC=CC=1OC(OC12)(C)C1=C(C=C(C=C1)Cl)F)F 1-((1-(1H-1,2,3-triazol-1-yl)cyclopropyl)methyl)-2-(4-(2-(4-chloro-2-fluorophenyl)-2-methylbenzo[d][1,3]dioxol-4-yl)-2-fluorobenzyl)-1H-benzo[d]imidazole-6-carboxylic acid